tricyclohexylsilylium tetrakis(2,3,4,5-tetrafluorophenyl)borate FC1=C(C=C(C(=C1F)F)F)[B-](C1=C(C(=C(C(=C1)F)F)F)F)(C1=C(C(=C(C(=C1)F)F)F)F)C1=C(C(=C(C(=C1)F)F)F)F.C1(CCCCC1)[Si+](C1CCCCC1)C1CCCCC1